5-(5-(1-(tert-Butoxycarbonyl)piperidin-4-yl)-3-isopropyl-1H-indol-2-yl)-1-methyl-2-oxo-1,2-dihydropyridine-3-carboxylic acid methyl ester COC(=O)C=1C(N(C=C(C1)C=1NC2=CC=C(C=C2C1C(C)C)C1CCN(CC1)C(=O)OC(C)(C)C)C)=O